FC1=C(C=CC(=C1)C)C(CN1CCC(CCC1)NC1=CC=C(C=C1)CC1=CC=C(C=C1)F)(CN1N=CN=C1)O 2-(2-fluoro-4-methylphenyl)-1-(4-((4-(4-fluorobenzyl)phenyl)amino)azepan-1-yl)-3-(1H-1,2,4-triazol-1-yl)propan-2-ol